COC1=CC=C(O)C=C1 O-methyl-hydroquinone